(S)-4-(6-hydroxypyridin-2-yl)-2-methylpiperazine-1-carboxylic acid tert-butyl ester C(C)(C)(C)OC(=O)N1[C@H](CN(CC1)C1=NC(=CC=C1)O)C